3-((3-chloro-4-(trifluoromethyl)phenyl)amino)-4-(((5-(5-(trifluoromethyl)-1,2,4-oxadiazol-3-yl)pyridin-2-yl)methyl)amino)cyclobut-3-ene-1,2-dione ClC=1C=C(C=CC1C(F)(F)F)NC=1C(C(C1NCC1=NC=C(C=C1)C1=NOC(=N1)C(F)(F)F)=O)=O